Cl.FC=1C=CC=C(C1)NN 5-fluorophenylhydrazine hydrochloride